methyl 2-(5-bromo-3,3-dimethyl-2-oxoindol-1-yl)prop-2-enoate BrC=1C=C2C(C(N(C2=CC1)C(C(=O)OC)=C)=O)(C)C